C1NCC2=CC(=CC=C12)NC=1OC2=C(N1)C=CC(=C2)C=2N=CNC2C2=NC(=CC=C2)C N-(isoindolin-5-yl)-6-(5-(6-methylpyridin-2-yl)-1H-imidazol-4-yl)benzo[d]oxazol-2-amine